OCC=1NC(N(C1)CC1=C(C=C(C=C1)C(F)(F)F)C(F)(F)F)=S 4-(Hydroxymethyl)-1-[[2,4-bis(trifluoromethyl)phenyl]methyl]-2H-imidazole-2-thione